NCCNC=1C=NC2=CC=C(C=C2N1)C(=O)C=1C=C(C=CC1F)NC(=O)NC1=CC(=CC(=C1)F)F 1-(3-(3-((2-aminoethyl)amino)quinoxaline-6-carbonyl)-4-fluorophenyl)-3-(3,5-difluorophenyl)urea